FC=1C=C(C=C(C1)F)[C@@H]1CC[C@H]2OC3(C(N21)=O)CCN(CC3)C(=O)C=3SC2=C(C=NC=C2)N3 (5'S,7a'R)-5'-(3,5-difluorophenyl)-1-([1,3]thiazolo[4,5-c]-pyridine-2-carbonyl)-tetrahydro-3'H-spiro-[piperidine-4,2'-pyrrolo[2,1-b][1,3]-oxazol]-3'-one